3-Chloro-6-(4-(5-methyl-3-(trifluoromethyl)-1H-pyrazol-1-yl)benzyl)imidazo[1,5-a]pyrimidine ClC=1C=NC=2N(C1)C(=NC2)CC2=CC=C(C=C2)N2N=C(C=C2C)C(F)(F)F